(S)-3-(1-cyclopropyl-1-hydroxyethyl)-4'-(6-((3,5-difluoropyridin-2-yl)amino)-1H-pyrazolo[3,4-d]pyrimidin-3-yl)-5'-methyl-2H-[1,2'-bipyridin]-2-one C1(CC1)[C@](C)(O)C=1C(N(C=CC1)C1=NC=C(C(=C1)C1=NNC2=NC(=NC=C21)NC2=NC=C(C=C2F)F)C)=O